6-[(3S)-3-amino-1,3-dihydrospiro[indene-2,4'-piperidine]-1'-yl]-N,5-dimethyl-1H-pyrazolo[3,4-b]pyrazine-3-carboxamide N[C@@H]1C2=CC=CC=C2CC12CCN(CC2)C2=C(N=C1C(=N2)NN=C1C(=O)NC)C